(S)-2-((11-((S)-4-(difluoromethyl)-2-oxooxazolidin-3-yl)-7,8-dihydro-[1,3]dioxolo[4',5':5,6]benzo[1,2-f]imidazo[1,2-d][1,4]oxazepin-4-yl)amino)propanamide FC([C@H]1N(C(OC1)=O)C=1N=C2N(CCOC3=C2C2=C(C(=C3)N[C@H](C(=O)N)C)OCO2)C1)F